CC(CCC(CCCCCC)O)O undecane-2,5-diol